C=1(C(=CC=C2C=CC=CC12)O)C=1C(=CC=C2C=CC=CC12)O [1,1'-Binaphthalin]-2,2'-diol